1-(1H-benzo[d]imidazol-2-yl)-3-(2-bromophenyl)urea N1C(=NC2=C1C=CC=C2)NC(=O)NC2=C(C=CC=C2)Br